C(#C)C1CC(NC1)=O 4-ethynyl-pyrrolidin-2-one